4-((5-(2-(3-Mercapto-3-methylbutanoyl)hydrazineylidene)-5,6,1,8-tetrahydroquinoxalin-2-yl)oxy)butanoic acid SC(CC(=O)NN=C1C=2N=CC(NC2CCC1)OCCCC(=O)O)(C)C